C(C1=CC=CC=C1)C=1N=C(SC1)[C@H]1N(CCC1)C([C@H](C(C)(C)C)NC(=O)C=1NC2=CC=C(C=C2C1)C(F)(F)P(O)(O)=O)=O ((2-(((S)-1-((S)-2-(4-benzylthiazol-2-yl)pyrrolidin-1-yl)-3,3-dimethyl-1-oxobutan-2-yl)carbamoyl)-1H-indol-5-yl)difluoromethyl)phosphonic acid